[5-(5-chloro-1H-pyrrolo[2,3-b]pyridin-3-ylmethyl)-pyridin-2-yl]-(6-trifluoromethyl-pyridin-3-ylmethyl)-amine ClC=1C=C2C(=NC1)NC=C2CC=2C=CC(=NC2)NCC=2C=NC(=CC2)C(F)(F)F